FC1=CC=C(C=C1)C(CNC1=CC(=NC=2N1N=C(C2)C(F)(F)F)C(F)(F)F)N2CC(C2)C2=NC=CC=C2 N-(2-(4-fluorophenyl)-2-(3-(pyridin-2-yl)azetidin-1-yl)ethyl)-2,5-bis(trifluoromethyl)pyrazolo[1,5-a]pyrimidin-7-amine